N-(2,6-dichloro-3-fluoropyridin-4-yl)pivaloyl-amide ClC1=NC(=CC(=C1F)[N-]C(C(C)(C)C)=O)Cl